4-{3-[(2-acetylhydrazino)carbonyl]Pyridin-2-yl}piperazine-1-carboxylic acid tert-butyl ester C(C)(C)(C)OC(=O)N1CCN(CC1)C1=NC=CC=C1C(=O)NNC(C)=O